4-((1R,5S)-3,8-diazabicyclo[3.2.1]octan-3-yl)-7-(1H-indazol-6-yl)-2-(((S)-1-methylpyrrolidin-2-yl)methoxy)quinazoline [C@H]12CN(C[C@H](CC1)N2)C2=NC(=NC1=CC(=CC=C21)C2=CC=C1C=NNC1=C2)OC[C@H]2N(CCC2)C